6-((4-(2-oxo-2-(pyridin-3-ylamino)ethyl)phenyl)ethynyl)-[1,1'-biphenyl]-2-carboxylic acid O=C(CC1=CC=C(C=C1)C#CC=1C=CC=C(C1C1=CC=CC=C1)C(=O)O)NC=1C=NC=CC1